N12C=CCCCC2NCCC1 1,8-diazabicyclo-(5.4.0)undecen